OC1=CC=C(C=C1)C1COC2=CC(=CC=C2C1C1=CC(=C(C=C1)OC)F)O 3-(4-hydroxyphenyl)-4-(4-methoxy-3-fluorophenyl)chroman-7-ol